OCCOCCCCCCO 6-(2-hydroxyethoxy)hexane-1-ol